1,4-Butylendiisocyanat C(CCCN=C=O)N=C=O